OCC1=CC=CC=C1C#N 6-(hydroxymethyl)benzonitrile